CC=1C=C2C(=CNC2=CC1)C1N(CC2=CC(=CC=C12)C1=CC=CC=C1)C(=O)N (5-methyl-1H-indol-3-yl)-5-phenylisoindoline-2-carboxamide